14-Oxa-17,18-dithia-4,7,10-triazatriacontanoic acid C(CCNCCNCCNCCCOCCSSCCCCCCCCCCCC)(=O)O